[C@H]12CC(C[C@H](CC1)N2)N(C(C2=CC(=C(C=C2)[C@H]2[C@@H](C2)C2=NC(=NC1=CC=CC=C21)C)Cl)=O)C N-((1R,3s,5S)-8-azabicyclo[3.2.1]oct-3-yl)-3-chloro-N-methyl-4-((1R,2R)-2-(2-methylquinazolin-4-yl)cyclopropyl)benzamide